NC1CCC(CC1)CCCC(=O)NC1=C(C=C(C=C1)N1CCC(CC1)C(F)(F)F)C 4-((1r,4s)-4-aminocyclohexyl)-N-(2-methyl-4-(4-(trifluoromethyl)piperidin-1-yl)phenyl)butanamide